chlorotrifluoroethylene ether ClC1(C(F)(F)O1)F